2-chloro-N-(5-chloro-6-(4-(hydroxymethyl)-2H-1,2,3-triazol-2-yl)pyridin-3-yl)-8,8-dimethyl-7,8-dihydro-6H-cyclopenta[e]pyrazolo[1,5-a]pyrimidine-6-carboxamide ClC1=NN2C(N=CC3=C2C(CC3C(=O)NC=3C=NC(=C(C3)Cl)N3N=CC(=N3)CO)(C)C)=C1